ClC=1C=NN(C1C1=NN2C(N(C(CC2)=O)CC2=CC(=C(C=C2)C2=NC=NN3C2=C(C=C3)C)Cl)=C1)C(C)C 2-(4-chloro-1-isopropyl-1H-pyrazol-5-yl)-4-(3-chloro-4-(5-methylpyrrolo[2,1-f][1,2,4]triazin-4-yl)benzyl)-6,7-dihydropyrazolo[1,5-a]pyrimidin-5(4H)-one